ClC1=C(C=CC=C1)N1N=CC(=C1C(F)(F)F)C(=O)NC1=CC(=C(C=C1)OC1=C2C(=NC=C1)NC(N2C(C)C)=O)F 1-(2-chlorophenyl)-N-(3-fluoro-4-((1-isopropyl-2-keto-2,3-dihydro-1H-imidazo[4,5-b]pyridin-7-yl)oxy)phenyl)-5-(trifluoromethyl)-1H-pyrazole-4-carboxamide